COCCNC1=C(C=C(C=C1)C1=NNC(OC1)=O)C(F)(F)F 5-{4-[(2-methoxyethyl)amino]-3-(trifluoromethyl)phenyl}-3,6-dihydro-2H-1,3,4-oxadiazin-2-one